6-(4-isopropyl-3-(5-(1-methylpiperidin-4-yl)pyrazin-2-yl)-1H-pyrazol-5-yl)-8-methoxy-[1,2,4]triazolo[1,5-a]pyridine C(C)(C)C=1C(=NNC1C=1C=C(C=2N(C1)N=CN2)OC)C2=NC=C(N=C2)C2CCN(CC2)C